N=1NC=C2N=CC=C(C21)C=2C=C(C=NC2)C2=CC=C(C=C2)N2C(CCC2)=O 1-(4-(5-(2H-pyrazolo[4,3-b]pyridin-7-yl)pyridin-3-yl)phenyl)pyrrolidin-2-one